3-Amino-1-methylquinolin NC=1CN(C2=CC=CC=C2C1)C